N1CNCC2CCC=3C(=C12)C=CC3 hexahydro-5H-cyclopenta[h]quinazoline